3-methyl-N-[[(1S,3R)-3-[[5-[6-oxo-3-(trifluoromethyl)pyridazin-1-yl]-2-pyridyl]amino]cyclopentyl]methyl]isoxazole-5-carboxamide CC1=NOC(=C1)C(=O)NC[C@@H]1C[C@@H](CC1)NC1=NC=C(C=C1)N1N=C(C=CC1=O)C(F)(F)F